C(#N)CCC(CC)(N)N monocyanoethylpropanediamine